methyl-2-({4-[2-(4-chloro-2-fluorophenyl)-2H-1,3-benzodioxol-4-yl]-2-fluorophenyl} methyl)-1-{[(2S)-oxetan-2-yl] methyl}-1H-1,3-benzodiazole-6-carboxylate COC(=O)C=1C=CC2=C(N(C(=N2)CC2=C(C=C(C=C2)C2=CC=CC=3OC(OC32)C3=C(C=C(C=C3)Cl)F)F)C[C@H]3OCC3)C1